ClC1=C(C=CC(=C1)N1C[C@H]2CC[C@@H](C1)N2C)NC2=NC=C(C(=N2)NCCCNC(=O)C2CCC2)C(F)(F)F N-(3-((2-((2-chloro-4-((1R,5S)-8-methyl-3,8-diazabicyclo[3.2.1]octan-3-yl)phenyl)amino)-5-(trifluoromethyl)pyrimidin-4-yl)amino)propyl)cyclobutanecarboxamide